6-oxa-2-aza-spiro[3.4]octane C1NCC12COCC2